C(C)(C)C1=CN=C(S1)NC(C(C)C=1C=C(C=NC1)C=1N=CC(=NC1)NC(C=C)=O)=O N-(5-(5-(1-((5-isopropylthiazol-2-yl)amino)-1-oxopropan-2-yl)pyridin-3-yl)pyrazin-2-yl)acrylamide